BrC=1C=C2C(=C(N1)N1CCOCC1)SC=C2C 4-(5-bromo-3-methylthieno-[2,3-c]pyridine-7-yl)-morpholine